COC1=C(C=C(C=C1)OC)C1=CC2=C(N=C(N=C2)SC)N(C1=O)C1=CC=CC=C1 6-(2,5-dimethoxyphenyl)-2-(methylthio)-8-phenylpyrido[2,3-d]pyrimidin-7(8H)-one